COC1=CC=C(C=C1)OC[C@@H](N)C(=O)O O-(4-methoxyphenyl)-D-serine